(quinolin-5-yl)-4,5-dihydropyrazolo[1,5-a]pyrazine N1=CC=CC2=C(C=CC=C12)C1=NN2C(CNC=C2)=C1